C12(CC3CC(CC(C1)C3)C2)C(=O)N[C@H](C(=O)N[C@H](C(=O)OC(C)C)CCC(C=[N+]=[N-])=O)CCCCN2C(CCC2)=O isopropyl (S)-2-((S)-2-(adamantane-1-carboxamido)-6-(2-oxopyrrolidin-1-yl) hexanamido)-6-diazo-5-oxohexanoate